C(C1=CC=CC=C1)OC(=O)NCCCC(C(=O)OC)C(=O)OC Dimethyl 2-(3-(((benzyloxy)carbonyl)amino)propyl)malonate